C(#CC)NC(=O)C1=CC=CC2=CC=CC(=C12)C(=O)N N-propynyl-1,8-naphthalinediamide